4-bromo-2-fluoro-N,N-bis(4-methoxybenzyl)-5-methylaniline BrC1=CC(=C(N(CC2=CC=C(C=C2)OC)CC2=CC=C(C=C2)OC)C=C1C)F